1-Ethyl 2-hydroxypyrrolo[1,2-a]pyrimidine-8-carboxylate OC1=NC=2N(C=C1)C=CC2C(=O)OCC